(±)-N-(1-methyl-2-oxo-8-(2-azaspiro[3.5]nonan-2-yl)-2,3,4,5-tetrahydro-1H-benzo[b]azepin-3-yl)-4-phenoxypyridine-2-carboxamide CN1C2=C(CC[C@H](C1=O)NC(=O)C1=NC=CC(=C1)OC1=CC=CC=C1)C=CC(=C2)N2CC1(C2)CCCCC1 |r|